C(C)OC1=C(C=C(C=C1)S(=O)(=O)N1CC(C1)CCO)C1=NN2C(C(N1)=O)=C(N=C2CCC)C 2-(2-ethoxy-5-((3-(2-hydroxyethyl)azetidin-1-yl)sulfonyl)phenyl)-5-methyl-7-propyl-imidazo[5,1-f][1,2,4]triazin-4(3H)-one